tert-butyl (3R,4R)-3-(4-(tert-butoxycarbonyl)phenyl)-4-(hydroxymethyl)azepane-1-carboxylate C(C)(C)(C)OC(=O)C1=CC=C(C=C1)[C@@H]1CN(CCC[C@H]1CO)C(=O)OC(C)(C)C